N1N=CC2=C(C=CC=C12)C=1N=C(C2=C(N1)C=C(S2)CNC2=CC=C(C=C2)/C=C/C(=O)OCC)N2CCOCC2 (E)-ethyl 3-(4-((2-(1H-indazol-4-yl)-4-morpholinothieno[3,2-d]pyrimidin-6-yl)methylamino)phenyl)acrylate